(1-(4-cyano-3-trifluoromethylphenyl)-1H-pyrazol-3-yl) methyl-4-methylbenzenesulfonate CC1=C(C=CC(=C1)C)S(=O)(=O)OC1=NN(C=C1)C1=CC(=C(C=C1)C#N)C(F)(F)F